NC1=NC=2CCN(CC2C=C1)C(=O)OC(C)(C)C tert-butyl 2-amino-7,8-dihydro-1,6-naphthyridine-6(5H)-carboxylate